C[C@H]1N(CCOC1)C1=NC=2N(C(=C1)C1(CC1)S(=O)(=O)C)N=CC2C2=CC(=NN2)C(F)(F)F (R)-3-methyl-4-(7-(1-(methylsulfonyl)cyclopropyl)-3-(3-(trifluoromethyl)-1H-pyrazol-5-yl)pyrazolo[1,5-a]pyrimidin-5-yl)morpholine